8-formylchroman-5-carbonitrile C(=O)C1=CC=C(C=2CCCOC12)C#N